N=1C=C(N2C1C=CC=C2)C(=O)N2C(C1=C(CC2)C(=CS1)C(=O)NC1=CC(=CC=C1)C(F)(F)F)(C)C 6-(Imidazo[1,2-a]pyridin-3-carbonyl)-7,7-dimethyl-N-(3-(trifluoromethyl)phenyl)-4,5,6,7-tetrahydrothieno[2,3-c]pyridin-3-carboxamid